CN(C)CC1=CC=C(S1)C1=CC(=C2C=CC=NC2=C1)C1(CC1)NC(C1=C(C=CC(=C1)OC[C@H]1N(CC1)C)C)=O (S)-N-(1-(7-(5-((Dimethylamino)methyl)thiophen-2-yl)quinolin-5-yl)cyclopropyl)-2-methyl-5-((1-methylazetidin-2-yl)methoxy)benzamide